3-Hydroxy-N-(2-methylphenyl)-4-[(2,4,5-trichlorophenyl)diazenyl]naphthalene-2-carboxamide OC=1C(=CC2=CC=CC=C2C1N=NC1=C(C=C(C(=C1)Cl)Cl)Cl)C(=O)NC1=C(C=CC=C1)C